C(C)(C)C1=C(C=CC=C1)[C@H]1N(CCC1)C1CC2(C1)CCN(CC2)C2=CC(=C(C(=O)N)C=C2)N2C1=C(O[C@H](C2)C)N=C2C(=C1)C=CN2 4-(2-((S)-2-(2-isopropylphenyl)pyrrolidin-1-yl)-7-azaspiro[3.5]non-7-yl)-2-((S)-3-methyl-2,3-dihydropyrrolo[3',2':5,6]pyrido[2,3-b][1,4]oxazin-1(6H)-yl)benzamide